C(#N)N1C[C@]2(CCC2C1)NC(=O)C=1SC(=CN1)C=1C=NC=CC1SC1=CC=C(C=C1)F N-((1R)-3-cyano-3-azabicyclo[3.2.0]heptan-1-yl)-5-(4-((4-fluorophenyl)thio)pyridin-3-yl)thiazole-2-carboxamide